FC1=CC=C(C=C1)[C@@H]1N(CCC2=CC=CC=C12)C(=O)NC12CC(C1)(C2)N(C(OCCCC)=O)CC#C butyl (S)-(3-(1-(4-fluorophenyl)-1,2,3,4-tetrahydroisoquinoline-2-carboxamido)bicyclo[1.1.1]pentan-1-yl)(prop-2-yn-1-yl)carbamate